CCOC(=O)COC 2-methoxy ethyl acetate